N-(4-fluorophenyl)-N-(2-(4-phenoxypiperidin-1-yl)ethyl)acetamide FC1=CC=C(C=C1)N(C(C)=O)CCN1CCC(CC1)OC1=CC=CC=C1